C=1SC=C2C1CC(C2)NC2=NC=C(C=N2)C2=NN=C(O2)CC(=O)O 2-(5-(2-((5,6-dihydro-4H-cyclopenta[c]thiophen-5-yl)amino)pyrimidin-5-yl)-1,3,4-oxadiazol-2-yl)acetic acid